3-(4-chlorophenyl)-3-(2-isopropoxycarbonyl-amino-3-methyl-butyrylamino)propionic acid methyl ester COC(CC(N(C(C(C(C)C)C(=O)OC(C)C)=O)N)C1=CC=C(C=C1)Cl)=O